FC1(CCC(CC1)NC=1C=C(C=O)C=C(N1)C=1SC=C(N1)C)F 2-((4,4-difluorocyclohexyl)amino)-6-(4-methylthiazol-2-yl)isonicotinaldehyde